COC([C@H](CC(=O)C=1SC2=C(C1)C=C(C(=C2)OC)Br)C)=O (2S)-4-(5-bromo-6-methoxy-1-benzothien-2-yl)-2-methyl-4-oxobutanoic acid methyl ester